BrC=1C=C2C(CC3(CNCC3)C2=CC1)O 5-bromo-3-hydroxy-2,3-dihydrospiro[indene-1,3'-pyrrolidine]